ClC1=C(C=CC(=C1)Cl)[C@]1(OC[C@H](O1)COC1=CC=C(C=C1)N1CCN(CC1)C1=CC=C(C=C1)NC(C1=CC=CC=C1)=O)C N-(4-(4-(4-(((2S,4R)-2-(2,4-dichlorophenyl)-2-methyl-1,3-dioxolan-4-yl)methoxy)phenyl)piperazin-1-yl)phenyl)benzamide